COC(CC(C)SC=1SC=CC1)=O 3-(2-thienylthio)-butyric acid methyl ester